(2R,3R,4R)-4-{2-[(Cyclopropylmethyl)amino]ethyl}-2-(2-methylphenyl)-2,3,4,9-tetrahydro-1H-carbazol-3-amine C1(CC1)CNCC[C@H]1[C@@H]([C@H](CC=2NC3=CC=CC=C3C12)C1=C(C=CC=C1)C)N